BrC=1C=C(C(=C(C1)O)NCC1CCC(CC1)(C)O)[N+](=O)[O-] 5-bromo-2-((((1r,4r)-4-hydroxy-4-methylcyclohexyl)methyl)amino)-3-nitrophenol